5-[(2-Chlorophenoxypropylthio)methyl]oxazole-2(3H)-thione ClC1=C(OCCCSCC2=CNC(O2)=S)C=CC=C1